C1(=CC=CC=C1)C1=C(C(=O)OC(C)(C)C)C(=CC(=N1)C1=CC=CC=C1)C1=CC=CC=C1 tert-butyl 2,4,6-triphenylnicotinate